CC1=NNC(=C1C1=CC=C(NC([C@H](C2CCC3(CC3)CC2)N2OC=CC2C(C)C)=O)C=C1)C N-[(1S)-2-[4-(3,5-dimethyl-1H-pyrazol-4-yl)anilino]-2-oxo-1-spiro[2.5]octan-6-yl-ethyl]-3-isopropyl-isoxazole